FC=1C=NN(C1)C[C@](C(=O)NC=1C=CC(=NC1)C(=O)N)(C)O (S)-5-(3-(4-Fluoro-1H-pyrazol-1-yl)-2-hydroxy-2-methylpropanamido)picolinamide